FC1=CC=C(C=C1)NC(N(C(C)C1=CNC(C2=CC=CC=C12)=O)C)=O 3-(4-fluorophenyl)-1-methyl-1-(1-(1-oxo-1,2-dihydroisoquinolin-4-yl)ethyl)urea